ClC1=NC=C(C(=C1)NC(C(=O)N)=C)I (R)-2-((2-chloro-5-iodopyridin-4-yl)amino)acrylamide